NC1=C(C=CC(=C1)F)C1=C(C=C(C(=C1)Cl)C(=O)NC1=CC(=C(C=C1)NC(=O)N)C(F)(F)F)F 2'-amino-5-chloro-2,4'-difluoro-N-(3-(trifluoromethyl)-4-ureidophenyl)-[1,1'-biphenyl]-4-carboxamide